tert-Butyl (6-bromo-3-methylpyridin-2-yl)(tert-butoxycarbonyl)carbamate BrC1=CC=C(C(=N1)N(C(OC(C)(C)C)=O)C(=O)OC(C)(C)C)C